4-((2R,4R)-4-(cyclopentylmethoxy)-1-((5-methoxy-7-methyl-1H-indol-4-yl)methyl)piperidin-2-yl)benzoic acid C1(CCCC1)CO[C@H]1C[C@@H](N(CC1)CC1=C2C=CNC2=C(C=C1OC)C)C1=CC=C(C(=O)O)C=C1